4-[2-(dimethylamino)ethoxy]-N-(8-fluoroisoquinolin-5-yl)benzamide CN(CCOC1=CC=C(C(=O)NC2=C3C=CN=CC3=C(C=C2)F)C=C1)C